ClC=1C=C(C=NC1)C1=NC(=C2N=CN(C2=N1)[C@H]1[C@@H]([C@@H]([C@H](O1)C(=O)NC([2H])([2H])[2H])O)O)NCC1=CC=NC=C1 (2S,3S,4R,5R)-5-(2-(5-chloropyridin-3-yl)-6-(pyridin-4-ylmethylamino)-9H-purin-9-yl)-3,4-dihydroxyl-N-(methyl-d3)-tetrahydrofuran-2-carboxamide